CN1C(=NC2=C1C=CC=C2)CN (1-methyl-1H-benzo[d]imidazol-2-yl)methylamine